1-(3-(3-((2-(Difluoromethoxy)-6-methylpyridin-3-yl)carbamoyl)-3-(2-isopropylphenyl)azetidin-1-yl)propyl)cyclopropan FC(OC1=NC(=CC=C1NC(=O)C1(CN(C1)CCCC1CC1)C1=C(C=CC=C1)C(C)C)C)F